1-((6-(trifluoromethyl)pyridin-3-yl)methyl)-1H-indazol-3-amine FC(C1=CC=C(C=N1)CN1N=C(C2=CC=CC=C12)N)(F)F